CN1CC2(CN(C2)CC(=O)N)C1 2-{6-methyl-2,6-diazaspiro[3.3]heptan-2-yl}acetamide